O=C1NC(CCC1N1C(C2=CC=CC(=C2C1=O)NCC1=C(C=C(C=C1)CN1CCC(CC1)C=1OC(=NN1)C)F)=O)=O 2-(2,6-dioxopiperidin-3-yl)-4-(2-fluoro-4-((4-(5-methyl-1,3,4-oxadiazol-2-yl)piperidin-1-yl)methyl)benzylamino)isoindoline-1,3-dione